2-hydroxy-3-methoxy-4-[3-oxo-3-(4-hydroxy-3-isoprenylphenyl)prop-1-enyl]phenolate OC1=C(C=CC(=C1OC)C=CC(C1=CC(=C(C=C1)O)C=CC(C)=C)=O)[O-]